C(C)C=1C(=C(C(=CC1CC)CC)O)C 3,4,6-triethyl-2-methylphenol